CC1CCC(N(C1)C(C(=O)O)=O)C=1C=C2C=CC(NC2=CC1)=O 2-(5-Methyl-2-(2-oxo-1,2-dihydro-quinolin-6-yl)piperidin-1-yl)-2-oxoacetic acid